ClC=1C(=C(C=CC1)C1=C(C=C(C=C1C(C)C)C(C)C)C(C)C)P(C1CCCCC1)C1CCCCC1 chloro(2-dicyclohexylphosphino-2',4',6'-triisopropyl-1,1-biphenyl)